[(1S)-2,2,2-trifluoro-1-methyl-ethyl]acetamide FC([C@@H](C)CC(=O)N)(F)F